CC1=NN(C(=C1)C)C=1C=CC(N(N1)C1CCN(CC1)C(CCC(F)(F)F)=O)=O 6-(3,5-dimethylpyrazol-1-yl)-2-[1-(4,4,4-trifluorobutanoyl)piperidin-4-yl]pyridazin-3-one